trans-3-(3-([1,1'-biphenyl]-3-yl)-1H-pyrazol-5-yl)-4-ethylpyrrolidine-1-carbonitrile C1(=CC(=CC=C1)C1=NNC(=C1)[C@@H]1CN(C[C@H]1CC)C#N)C1=CC=CC=C1